ClC1=CC=C(C=C1)[C@@]1(N(C(C2=CC(=CC(=C12)F)C(C)(C)O)=O)CC1=NC=C(C=C1)Cl)OOCC1(CC1)C#N 1-({[(1R)-1-(4-Chlorophenyl)-2-[(5-chloropyridin-2-yl)methyl]-7-fluoro-5-(2-hydroxypropan-2-yl)-3-oxo-2,3-dihydro-1H-isoindol-1-yl]oxyoxy}methyl)cyclopropan-1-carbonitril